COC1=CC=C(C=N1)[C@H]1CN(CCO1)C(=O)OC(C)(C)C tert-butyl (S)-2-(6-methoxypyridin-3-yl)morpholine-4-carboxylate